SC1=C(C(C(=O)O)=CC=C1)O 3-mercaptosalicylic acid